1-(4-bromophenyl)-1-cyclopropyl-N-methyl-methylamine BrC1=CC=C(C=C1)C(C1CC1)NC